O=C1OC2=CC(=CC=C2C(=C1)C1=C(C=CC=C1)C)NCC(=O)OC(C)(C)C tert-butyl (2-oxo-4-(o-tolyl)-2H-chromen-7-yl)glycinate